(E)-4-chloro-6-phenyl-1,3,5-triazine ClC1=NC=NC(=N1)C1=CC=CC=C1